(R)-6-(5-(1-(3,5-dimethylpyridazin-4-yl)ethoxy)-1H-indazol-3-yl)-1'-isopropyl-4H-spiro[benzo[d][1,3]dioxine-2,4'-piperidine] CC=1N=NC=C(C1[C@@H](C)OC=1C=C2C(=NNC2=CC1)C1=CC2=C(OC3(CCN(CC3)C(C)C)OC2)C=C1)C